4'-amino-N-(4-((3S,5R)-3-amino-5-methylpiperidin-1-yl)pyridin-3-yl)-2,2',6,6'-Tetrafluoro-[1,1'-biphenyl]-3-carboxamide dihydrochloride Cl.Cl.NC1=CC(=C(C(=C1)F)C1=C(C(=CC=C1F)C(=O)NC=1C=NC=CC1N1C[C@H](C[C@H](C1)C)N)F)F